OCC1(C(NC(N1CC1(CCC(CC1)N1C(N(C(C(C1=O)=C(N)N)=O)CCCC)=O)C)=O)=O)CO 1-((1s,4s)-4-((5,5-Bis(hydroxymethyl)-2,4-dioxoimidazolidin-1-yl)methyl)-4-methylcyclohexyl)-3-butyl-5-(diaminomethylene)pyrimidine-2,4,6(1H,3H,5H)-trione